5-(r-cyclopropyl-[1,4'-bipiperidin]-4-yl)-4-fluoro-1-methyl-2-(4-(methylsulfonyl)phenyl)-1H-benzo[d]imidazole C1(CC1)[C@@H]1N(CCC(C1)C1=C(C2=C(N(C(=N2)C2=CC=C(C=C2)S(=O)(=O)C)C)C=C1)F)C1CCNCC1